N-((4R,5S,7R,8R,9S,10R)-8,10-dihydroxy-7-(hydroxymethyl)-9-(4-(3,4,5-Trifluorophenyl)-1H-1,2,3-triazol-1-yl)-1,6-dioxaspiro[4.5]decan-4-yl)benzo[b]thiophene-4-carboxamide O[C@H]1[C@H](O[C@@]2([C@@H](CCO2)NC(=O)C2=CC=CC=3SC=CC32)[C@@H]([C@H]1N1N=NC(=C1)C1=CC(=C(C(=C1)F)F)F)O)CO